CN(C(\C=C\C=1C=NC(=C(C1)C)NS(NC)(=O)=O)=O)CC=1OC2=C(C1C)C=CC=C2 (E)-N-methyl-3-(5-methyl-6-((N-methylsulfamoyl)amino)pyridin-3-yl)-N-((3-methylbenzofuran-2-yl)methyl)acrylamide